5-chloro-3-((3,5-dimethylphenyl)sulfonyl)-N-(1-hydroxy-1,3-dihydrobenzo[c][1,2]oxaborol-6-yl)-1H-indole-2-carboxamide ClC=1C=C2C(=C(NC2=CC1)C(=O)NC=1C=CC2=C(B(OC2)O)C1)S(=O)(=O)C1=CC(=CC(=C1)C)C